5-(4-cyclopropyl-6-methoxypyrimidin-5-yl)-3-(4-(1-isopropyl-4-(trifluoromethyl)-1H-imidazol-2-yl)benzyl)-1H-pyrazolo[4,3-d]pyrimidine C1(CC1)C1=NC=NC(=C1C=1N=CC2=C(N1)C(=NN2)CC2=CC=C(C=C2)C=2N(C=C(N2)C(F)(F)F)C(C)C)OC